N-(3-(5-amino-4-carbamoyl-3-(4-((5-fluoro-2-methoxybenzamido)methyl)phenyl)-1H-pyrazol-1-yl)-1,1,1-trifluoropropan-2-yl)-N-methyl-1H-1,2,4-triazole-1-carboxamide NC1=C(C(=NN1CC(C(F)(F)F)N(C(=O)N1N=CN=C1)C)C1=CC=C(C=C1)CNC(C1=C(C=CC(=C1)F)OC)=O)C(N)=O